ClC1=CC(=C(CC2=C(C=CC(=N2)OC2CCN(CC2)C(=O)O)C)C=C1)F 4-((6-(4-chloro-2-fluorobenzyl)-5-methylpyridin-2-yl)oxy)piperidine-1-carboxylic acid